P([O-])([O-])=O.P([O-])([O-])=O.[Pt+4] cis-platinum bisphosphonate